trans-(2-iodovinyl)trimethylsilane I/C=C/[Si](C)(C)C